O(C(=O)C)C1=C(C(=O)O)C=CC=C1 2-(acetoxyl)benzoic acid